N-[5-[2-(2,2-dimethylpropoxy)pyridin-4-yl]-4-fluoro-2-[rac-(3R,5S)-3,4,5-trimethylpiperazin-1-yl]phenyl]-6-oxo-4-(trifluoromethyl)-1H-pyridine-3-carboxamide CC(COC1=NC=CC(=C1)C=1C(=CC(=C(C1)NC(=O)C1=CNC(C=C1C(F)(F)F)=O)N1C[C@H](N([C@H](C1)C)C)C)F)(C)C |r|